N(=[N+]=[N-])C(CCO)C1(CN(C1)C(=O)C1=C(C(=C(C=C1)F)F)NC1=C(C=C(C=C1)I)F)O 3-(1-azido-3-hydroxypropyl)-1-({3,4-difluoro-2-[(2-fluoro-4-iodophenyl)amino]Phenyl}carbonyl)azetidin-3-ol